7a-(((4-(3,8-diazabicyclo[3.2.1]octan-3-yl)-8-fluoro-7-(3-hydroxynaphthalen-1-yl)pyrido[4,3-d]pyrimidin-2-yl)oxy)methyl)tetrahydro-1H-pyrrolizin-3(2H)-one C12CN(CC(CC1)N2)C=2C1=C(N=C(N2)OCC23CCCN3C(CC2)=O)C(=C(N=C1)C1=CC(=CC2=CC=CC=C12)O)F